tungsten-tin copper-molybdenum-bismuth [Bi].[Mo].[Cu].[Sn].[W]